NC1=C(C(=NN1C1COCC1)C1=CC(=C(C=C1)Br)F)C#N 5-amino-3-(4-bromo-3-fluoro-phenyl)-1-tetrahydrofuran-3-yl-pyrazole-4-carbonitrile